tert-butyl 3-(2-(3-((5S,8S)-5-(3-(tert-butoxy)-3-oxopropyl)-3,6,9-trioxo-8-phenethyl-1-phenyl-2-oxa-4,7,10-triazaundecan-11-yl)-4-methylphenoxy)ethyl)pyrrolidine-1-carboxylate C(C)(C)(C)OC(CC[C@H](NC(OCC1=CC=CC=C1)=O)C(N[C@H](C(NCC=1C=C(OCCC2CN(CC2)C(=O)OC(C)(C)C)C=CC1C)=O)CCC1=CC=CC=C1)=O)=O